2-((3-((3R,5R)-5-(4-chlorophenyl)tetrahydro-furan-3-yl)-1,2,4-oxadiazol-5-yl)methyl)-2H-pyrido[1,2-d][1,2,4]triazine-1,6-dione ClC1=CC=C(C=C1)[C@H]1C[C@@H](CO1)C1=NOC(=N1)CN1N=CN2C(C1=O)=CC=CC2=O